O1CCN(CC1)C1=NC=C(C=N1)C1=CC2=C(N=C3COCC(N32)C3=CC=CC=C3)C=C1 7-(2-Morpholinopyrimidin-5-yl)-4-phenyl-3,4-dihydro-1H-benzo[4,5]imidazo[2,1-c][1,4]oxazine